C[C@@H]1N(CC1)C=1N=C(C2=C(N1)C=CS2)N2CC1C(C(C2)C1)CC(=O)O 2-(3-(2-((S)-2-methylazetidin-1-yl)thieno[3,2-d]pyrimidin-4-yl)-3-azabicyclo[3.1.1]heptan-6-yl)acetic acid